CN1CCN(CC1)C1=NC=C(C=C1)[N+](=O)[O-] 1-methyl-4-(5-nitropyridin-2-yl)piperazine